2-amino-5-bromo-4-fluorobenzoic acid NC1=C(C(=O)O)C=C(C(=C1)F)Br